tert-Butyl N-[4-cyano-5-[4-[2-[[3-(2,2-dimethylpropyl) isoxazol-5-yl]amino]-2-oxo-ethyl]-2-fluoro-phenyl]-2-isopropyl-pyrazol-3-yl]carbamate C(#N)C1=C(N(N=C1C1=C(C=C(C=C1)CC(=O)NC1=CC(=NO1)CC(C)(C)C)F)C(C)C)NC(OC(C)(C)C)=O